N1N=CC2=CC(=CC=C12)C=1N=C2C(=NC1)NC(CN2CCC2CCOCC2)=O 6-(1H-indazol-5-yl)-4-(2-(tetrahydro-2H-pyran-4-yl)ethyl)-3,4-dihydropyrazino[2,3-b]pyrazin-2(1H)-one